C(CCCCC(=O)O)(=O)N adipic acid amide